tert-butyl 7,7-dimethyl-8-((tetrahydro-2H-pyran-2-yl)oxy)octanoate CC(CCCCCC(=O)OC(C)(C)C)(COC1OCCCC1)C